(S)-6-(1-amino-1,3-dihydrospiro[indene-2,4'-piperidin]-1'-yl)-3-(1-(thiophen-2-yl)cyclobutyl)-1,5-dihydro-4H-pyrazolo[3,4-d]pyrimidin-4-one N[C@@H]1C2=CC=CC=C2CC12CCN(CC2)C=2NC(C1=C(N2)NN=C1C1(CCC1)C=1SC=CC1)=O